2-[2-(4-amino-3-fluoro-phenyl)thiazol-5-yl]-N-tert-butyl-5-(2-oxopyrrolidin-1-yl)benzenesulfonamide NC1=C(C=C(C=C1)C=1SC(=CN1)C1=C(C=C(C=C1)N1C(CCC1)=O)S(=O)(=O)NC(C)(C)C)F